NC=1C2=C(N=CN1)N(C(=C2C2=CC=C(C=C2)OC2=NC=CC=N2)[C@H]2CN(CC2)C(C=C)=O)CCN2CCOCC2 (R)-1-(3-(4-amino-7-(2-morpholinoethyl)-5-(4-(pyrimidin-2-yloxy)phenyl)-7H-pyrrolo[2,3-d]pyrimidin-6-yl)pyrrolidin-1-yl)prop-2-en-1-one